3-(5-(((1R,2S)-2-((((1s,3R)-3-methoxycyclobutyl)methyl)amino)cyclohexyl)oxy)-1-oxoisoindolin-2-yl)piperidine-2,6-dione COC1CC(C1)CN[C@@H]1[C@@H](CCCC1)OC=1C=C2CN(C(C2=CC1)=O)C1C(NC(CC1)=O)=O